pentylenediamine isophthalate C(C1=CC(C(=O)O)=CC=C1)(=O)O.C(CCCCN)N